FC1=C(C2=C(OCCO2)C(=C1)C(=O)N1[C@@H](C\C(\C1)=N/OC)CO)C=1C(=C(C#N)C=CC1)C 3-(6-Fluoro-8-((S,E)-2-(hydroxymethyl)-4-(methoxyimino)pyrrolidine-1-carbonyl)-2,3-dihydrobenzo[b][1,4]dioxin-5-yl)-2-methylbenzonitrile